FC(C(=O)N1CCN(CC1)C1=NC=NC2=CC=C(C=C12)C=1C=CC(=NC1)OC)=C 5-(4-(4-(2-fluoroacryloyl)piperazin-1-yl)quinazolin-6-yl)-2-methoxypyridine